(R)-N-(1-(3,4-dichlorophenyl)-4,5-dihydro-1H-pyrazol-3-yl)-4-(2-methoxyacetyl)morpholine-2-carboxamide ClC=1C=C(C=CC1Cl)N1N=C(CC1)NC(=O)[C@H]1CN(CCO1)C(COC)=O